6-chloro-N2,N4-diethyl-6-chloro-N(2),N(4)-diethyl-1,3,5-triazine-2,4-diamine ClC1(N=C(N=C(N1)N(CC)CC)N(CC)CC)Cl